1-phenyl-1,3,8-triazaspiro[4.5]decan-4-one C1(=CC=CC=C1)N1CNC(C12CCNCC2)=O